F[C@H]1CNCC[C@H]1NC1=C2C=C(N(C2=CC=C1)CC(F)(F)F)C1=NOC(=N1)CNC(=O)C1=CN(C=C1)C1(CC1)COC N-{[3-(4-{[(3S,4R)-3-fluoropiperidin-4-yl]amino}-1-(2,2,2-trifluoroethyl)-1H-indol-2-yl)-1,2,4-oxadiazol-5-yl]methyl}-1-[1-(methoxymethyl)cyclopropyl]-1H-pyrrole-3-carboxamide